ClC=1C(=NC=CC1SC=1C=2N(C(=NC1)N1CCC(CC1)(C)NC(OC(C)(C)C)=O)C=NN2)F Tert-butyl (1-(8-((3-chloro-2-fluoropyridin-4-yl)thio)-[1,2,4]triazolo[4,3-c]pyrimidin-5-yl)-4-methylpiperidin-4-yl)carbamate